C1(OC(C2=CC3=C(C(OC3=O)=O)C=C21)=O)=O 3H-furo[3,4-f][2]benzofuran-1,3,5,7-tetraon